methyl-4-tert-butyl-2,6-dichloro-1-bromobenzene CC=1C(=C(C(=CC1C(C)(C)C)Cl)Br)Cl